FC1(CN(C1)C(=O)OC(C)(C)C)CN1CCC(CC1)N1N=C2C=C(C(=CC2=C1)NC(=O)C=1C=NN2C1N=CC=C2)OC(C)C tert-butyl 3-fluoro-3-[[4-[6-isopropoxy-5-(pyrazolo[1,5-a]pyrimidine-3-carbonylamino)indazol-2-yl]-1-piperidyl]methyl]azetidine-1-carboxylate